OCC1OC(=CO1)C (hydroxymethyl)-5-methyl-[1,3]dioxole